pyrazolone (pyrazolinate) N1(NC=CC1)C(=O)O.N1=NC(C=C1)=O